(1S,3S)-3-((tert-butyldimethyl-silyl)oxy)-cyclobutanamine C(C)(C)(C)[Si](OC1CC(C1)N)(C)C